(3-t-butyl-4-hydroxy-5-methylphenyl)-propionate C(C)(C)(C)C=1C=C(C=C(C1O)C)OC(CC)=O